3-hydroxy-1-(4-methoxyphenyl)propane-1-sulfonic acid OCCC(S(=O)(=O)O)C1=CC=C(C=C1)OC